2-butyl-6-methoxy-N4-(5-methyl-1H-pyrazol-3-yl)-7-(3-(pyrrolidin-1-yl)propoxy)quinazolin-2,4-diamine C(CCC)C1(NC2=CC(=C(C=C2C(=N1)NC1=NNC(=C1)C)OC)OCCCN1CCCC1)N